(S)-4-{4-[5-(acetamidomethyl)-2-oxooxazolidin-3-yl]-2-fluorophenyl}-1-(3-methylbenzyl)pyridine-1-ium bromide [Br-].C(C)(=O)NC[C@H]1CN(C(O1)=O)C1=CC(=C(C=C1)C1=CC=[N+](C=C1)CC1=CC(=CC=C1)C)F